6-morpholinopyrido[2,3-d]pyrimidin-7(8H)-one O1CCN(CC1)C1=CC2=C(N=CN=C2)NC1=O